C(=C/C1=CC=CC=C1)/C1=CC=C(N)C=C1 (Z)-4-styrylaniline